2-cyclopropyl-6-[1-(difluoromethyl)pyrazol-4-yl]-4-[4-(2,4-difluorophenyl)-6,7-dimethyl-pteridin-2-yl]morpholine C1(CC1)C1CN(CC(O1)C=1C=NN(C1)C(F)F)C1=NC2=NC(=C(N=C2C(=N1)C1=C(C=C(C=C1)F)F)C)C